Benzyl N-[4-[[1-(benzenesulfonyl)-5-nitro-pyrrolo[2,3-b]pyridin-4-yl]amino]-1-(3-hydroxypropyl)cyclohexyl]carbamate C1(=CC=CC=C1)S(=O)(=O)N1C=CC=2C1=NC=C(C2NC2CCC(CC2)(CCCO)NC(OCC2=CC=CC=C2)=O)[N+](=O)[O-]